tert-Butyl (4-(5-chloro-3-(3-(dimethylamino)-3-(hydroxymethyl)pyrrolidin-1-yl)-7,9-dihydrofuro[3,4-f]quinazolin-6-yl)-3-cyano-5-fluorobenzo[b]thiophen-2-yl)carbamate ClC1=C(C2=C(C=3C=NC(=NC13)N1CC(CC1)(CO)N(C)C)COC2)C2=C(C=CC=1SC(=C(C12)C#N)NC(OC(C)(C)C)=O)F